IC1=C(C2=C(S1)C(=CC=C2)NC2C(CN(CC2C)C(=O)OC(C)(C)C)C)CC(F)(F)F tert-butyl 4-((2-iodo-3-(2,2,2-trifluoroethyl)benzo[b]thiophen-7-yl)amino)-3,5-dimethylpiperidine-1-carboxylate